CN1N=C2C=CC(=CC2=C1)B1OC(C(O1)(C)C)(C)C 2-methyl-5-(4,4,5,5-tetramethyl-1,3,2-dioxaborolane-2-yl)-2H-indazole